4-(2-methoxyphenyl)-6-methyl-N-(5-((1-((2-(trimethylsilyl)ethoxy)methyl)-1H-pyrazolo(4,3-c)pyridin-4-yl)methoxy)-1,3,4-thiadiazol-2-yl)nicotinamide COC1=C(C=CC=C1)C1=CC(=NC=C1C(=O)NC=1SC(=NN1)OCC1=NC=CC2=C1C=NN2COCC[Si](C)(C)C)C